NC1=NC=CC(=C1CSC=1NC(C2=C(N1)CCC2)=O)OC 2-{[(2-amino-4-methoxypyridin-3-yl)methyl]sulfanyl}-3H,5H,6H,7H-cyclopenta[d]pyrimidin-4-one